6-(6-chloropyridin-2-yl)-N2-isopropyl-N4-phenyl-1,3,5-triazine-2,4-diamine ClC1=CC=CC(=N1)C1=NC(=NC(=N1)NC(C)C)NC1=CC=CC=C1